(R)-2-(5-Isopropyl-8-oxothiazolo[5',4':4,5]pyrrolo[1,2-d][1,2,4]triazin-7(8H)-yl)-N-(1-methylpiperidin-3-yl)acetamid C(C)(C)C1=NN(C(C=2N1C1=C(C2)SC=N1)=O)CC(=O)N[C@H]1CN(CCC1)C